2-(2,2-Dimethoxyethylamino)acetic acid ethyl ester C(C)OC(CNCC(OC)OC)=O